2-(2,6-dimethyl-pyrimidin-4-yl)-ethanone CC1=NC(=CC(=N1)CC=O)C